sulphanate S(=O)[O-]